C(C)(C)(C)OC(=O)N1CCC2=CC(=CC=C12)NC1=C(N=NC(=C1)Cl)C(=O)OC 5-((6-chloro-3-(methoxycarbonyl)pyridazin-4-yl)amino)indoline-1-carboxylic acid tert-butyl ester